N-(1,4-benzodioxan-6-ylmethyl)-N'-(2-pyridylmethyl)-N-(6,7,8,9-tetrahydro-5H-cyclohepta[b]pyridin-9-yl)-1,4-xylylenediamine O1CCOC2=C1C=CC(=C2)CN(CC2=CC=C(C=C2)CNCC2=NC=CC=C2)C2CCCCC=1C2=NC=CC1